(S)-6-pentafluorosulfanyl-2-(trifluoromethyl)-2H-chromene-3-carboxylic acid FS(C=1C=C2C=C([C@H](OC2=CC1)C(F)(F)F)C(=O)O)(F)(F)(F)F